C[C@H]1CN2C(OC1)=C(C=N2)[S@@](=O)(N)=NC(NC2=C1[C@H](CCC1=CC=1CCCC21)C)=O (R,6S)-6-methyl-N'-(((S)-3-methyl-1,2,3,5,6,7-hexahydro-s-indacen-4-yl)carbamoyl)-6,7-dihydro-5H-pyrazolo[5,1-b][1,3]oxazine-3-sulfonimidamide